(R)-1-(2-((2-chloro-4-fluorophenyl)amino)-5-methyl-pyrimidin-4-yl)-N-(2-(dimethylamino)-1-phenylethyl)-1H-pyrrole-3-carboxamide ClC1=C(C=CC(=C1)F)NC1=NC=C(C(=N1)N1C=C(C=C1)C(=O)N[C@@H](CN(C)C)C1=CC=CC=C1)C